octacosylamine C(CCCCCCCCCCCCCCCCCCCCCCCCCCC)N